Tantalum potassium [K].[Ta]